L-3,4-dichlorophenyl-thiourea ClC=1C=C(C=CC1Cl)NC(=S)N